3-(4-fluorophenyl)-1-cyclopropyl-4-oxo-1,4-dihydropyridine-2,5-dicarboxamide FC1=CC=C(C=C1)C1=C(N(C=C(C1=O)C(=O)N)C1CC1)C(=O)N